N[C@H](CC1=C(C2=NC(=CC(=C2O1)NCC=1OC=CC1)Cl)C=1OC(=CN1)C(=O)N)C 2-{2-[(2S)-2-aminopropyl]-5-chloro-7-[(furan-2-ylmethyl)amino]furo[3,2-b]pyridin-3-yl}-1,3-oxazole-5-carboxamide